2-(2-((2,6-dioxopiperidin-3-yl)carbamoyl)-6-nitrophenyl)acetic acid O=C1NC(CCC1NC(=O)C1=C(C(=CC=C1)[N+](=O)[O-])CC(=O)O)=O